C(CCC)C1=CC=C(C=C1)C1=CC=C(C=C1)C#CC1=C(C(=C(C=C1)N=C=S)F)F 4-n-butyl-4'-((2,3-difluoro-4-isothiocyanato-phenyl)ethynyl)-1,1'-biphenyl